C1(CC1)C=1C=CC(=C(C1)O)C1=C2C(=C(N=N1)NC1CN(CCC1)C)C=NC=C2 5-cyclopropyl-2-(4-((1-methylpiperidin-3-yl)amino)pyrido[3,4-d]pyridazin-1-yl)phenol